COC=1C=C(C=CC1OC)C=1C(=NN2C1N=C(C=C2NCC2=CC=CC1=CC=CC=C21)C)C 3-(3,4-dimethoxyphenyl)-2,5-dimethyl-N-(1-naphthylmethyl)pyrazolo[1,5-a]pyrimidin-7-amine